7-[4-[4-(2,3-dichlorophenyl)-1-piperazinyl]butoxy]-3,4-dihydroquinolin-2-one ClC1=C(C=CC=C1Cl)N1CCN(CC1)CCCCOC1=CC=C2CCC(NC2=C1)=O